C(CC1=NN=NN1CCC[Si](OCC)(OCC)OCC)C1=NN=NN1CCC[Si](OCC)(OCC)OCC 5,5'-ethylenebis{1-[3-(triethoxysilyl)propyl]-1,2,3,4-tetrazole}